FC1=NC=C(C=C1C1=NC(=CC(=C1)N1[C@@H]([C@H](C1)CS(=O)(=O)C)C)N1N=CC=2C(=NC(=CC21)C=2C=NC=CC2OC)C)F 1-(2',5'-Difluoro-4-((2R,3S)-2-methyl-3-((methylsulfonyl)methyl)azetidin-1-yl)-[2,3'-bipyridin]-6-yl)-6-(4-methoxypyridin-3-yl)-4-methyl-1H-pyrazolo[4,3-c]pyridine